amino-2-(3,5-dichloro-4-((5-(1-(3,3-difluorocyclobutyl)ethyl)-6-hydroxypyridin-3-yl)oxy)phenyl)-1,2,4-triazine-3,5(2H,4H)-dione NN1C(N(N=CC1=O)C1=CC(=C(C(=C1)Cl)OC=1C=NC(=C(C1)C(C)C1CC(C1)(F)F)O)Cl)=O